C(CCCCCCCCC)=O 2E-decanal